C(C1=CC=CC=C1)(=O)[C@]([C@](C(=O)O)(O)C(C1=CC=CC=C1)=O)(O)C(=O)O.N1=CC=CC=C1 Pyridine dibenzoyl-L-tartrate